2-(1H-INDOL-4-YLOXY)-ACETALDEHYDE N1C=CC2=C(C=CC=C12)OCC=O